(S)-8-(pyridin-3-yl)-3-(3,3,3-trifluoro-2-hydroxypropyl)-6-(4-(trifluoromethoxy)phenyl)pyrido[3,4-d]pyrimidin-4(3H)-one N1=CC(=CC=C1)C1=NC(=CC2=C1N=CN(C2=O)C[C@@H](C(F)(F)F)O)C2=CC=C(C=C2)OC(F)(F)F